methyl 1-(2,6-dimethyl-4-(1-(naphthalen-1-yl)azetidin-3-yl)benzyl)piperidine-4-carboxylate CC1=C(CN2CCC(CC2)C(=O)OC)C(=CC(=C1)C1CN(C1)C1=CC=CC2=CC=CC=C12)C